N-t-butoxycarbonyl-L-aspartic acid-1-t-butyl ester C(C)(C)(C)OC([C@@H](NC(=O)OC(C)(C)C)CC(=O)O)=O